NC1=CC(=NC=N1)OC1=CC(=C(C=C1)N1C(N(CC1=O)C1=CC(=CC=C1)OC(F)F)=O)C 3-{4-[(6-amino-4-pyrimidinyl)oxy]-2-methylphenyl}-1-[3-(difluoromethoxy)phenyl]-2,4-imidazolidinedione